2-(3-(4-hydroxy-phenyl)-propionylamino)-5-hydroxy-benzoic acid OC1=CC=C(C=C1)CCC(=O)NC1=C(C(=O)O)C=C(C=C1)O